(R)-4-((tert-butoxycarbonyl)amino)-5-(((R)-1,5-di-tert-butoxy-1,5-dioxo-pentan-2-yl)amino)-5-oxopentanoic acid C(C)(C)(C)OC(=O)N[C@H](CCC(=O)O)C(=O)N[C@@H](C(=O)OC(C)(C)C)CCC(=O)OC(C)(C)C